C(C1=CC=CC=C1)N1C(C(=C(C1OCC#C)Cl)Cl)=O 1-Benzyl-3,4-dichloro-5-prop-2-ynyloxy-1,5-dihydro-pyrrol-2-one